3-(5-fluoropyridin-2-yl)-1-(2-hydroxy-2-methylpropyl)-1H-pyrazol-5-ol FC=1C=CC(=NC1)C1=NN(C(=C1)O)CC(C)(C)O